C(C)OC(=O)C1CN(CC1=O)C(=O)OC(C)(C)C tert-butoxycarbonyl-4-oxo-3-pyrrolidinecarboxylic acid ethyl ester